6-(trifluoromethanesulfonyloxy)-1,2,3,4-tetrahydroisoquinoline-2,7-dicarboxylic acid 2-tert-butyl 7-methyl ester COC(=O)C1=C(C=C2CCN(CC2=C1)C(=O)OC(C)(C)C)OS(=O)(=O)C(F)(F)F